C(C)OC(=O)C1=C(NC(=N[C@H]1C1=C(C(=CC=C1)F)C)C=1SC=CN1)CN1C[C@H]2[C@@H](CC1)C(N(C2)C=2C=C(C(=O)O)C=CC2)=O 3-((3ar,7ar)-5-(((S)-5-(ethoxycarbonyl)-6-(3-fluoro-2-methylphenyl)-2-(thiazol-2-yl)-3,6-dihydropyrimidin-4-yl)methyl)-1-oxooctahydro-2H-pyrrolo[3,4-c]pyridin-2-yl)benzoic acid